2-fluoro-6-[benzylamino]-9-(tetrahydro-2H-pyran-2-yl)-9H-purine FC1=NC(=C2N=CN(C2=N1)C1OCCCC1)NCC1=CC=CC=C1